2,2,3-trimethyl-1-nitrosoquinoline CC1(N(C2=CC=CC=C2C=C1C)N=O)C